NC1=C(C=NN1CC=1C=NC(=CC1)C(F)(F)F)C(=O)N1C[C@@]2(CCC1)C1=C(NC(O2)=O)C=CC(=C1F)Cl (R)-1'-(5-Amino-1-((6-(trifluoromethyl)pyridin-3-yl)methyl)-1H-pyrazole-4-carbonyl)-6-chloro-5-fluorospiro[benzo[d][1,3]oxazine-4,3'-piperidin]-2(1H)-one